ClC1=CC=C(C=C1)NC1=NC2=CC=CC=C2C(=N1)NC1CCCCC1 N2-(4-chlorophenyl)-N4-cyclohexylquinazoline-2,4-diamine